5-(8-((1-(2-(4-(4-chloro-1,2-diphenylbut-1-en-1-yl)phenoxy)ethyl)piperidin-4-yl)methyl)-3,8-diazabicyclo[3.2.1]octan-3-yl)-2-(2,6-dioxopiperidin-3-yl)-6-fluoroisoindoline-1,3-dione ClCCC(=C(C1=CC=CC=C1)C1=CC=C(OCCN2CCC(CC2)CN2C3CN(CC2CC3)C=3C=C2C(N(C(C2=CC3F)=O)C3C(NC(CC3)=O)=O)=O)C=C1)C1=CC=CC=C1